N1CC(CC1)C1=CC2=C(N=CN=C2N)N1 6-(pyrrolidin-3-yl)-7H-pyrrolo[2,3-d]Pyrimidin-4-amine